C(CCCC)C(COC(CCCCN(C(OCCN(CCOC(N(CCCCC(=O)OCC(CCCCC)CCCCC)CC(C)C)=O)CCN(CC)CC)=O)CC(C)C)=O)CCCCC Bis(2-pentylheptyl)11-(2-(diethylamino)ethyl)-6,16-diisobutyl-7,15-dioxo-8,14-dioxa-6,11,16-triazahenicosanedioate